FC(COCCF)F 1,1-difluoro-2-(2-fluoro-ethoxy)ethane